N1(CCCCCC1)C(CCC1=NC2=C(N1)C=C(C(=C2)Cl)Cl)=O 1-(azepan-1-yl)-3-(5,6-dichloro-1H-1,3-benzodiazol-2-yl)propan-1-one